ClC1=C(C=CC=C1)C=1C=C2C(=CC=NC2=CC1)NC(C=C)=O N-[6-(2-chlorophenyl)quinolin-4-yl]prop-2-enamide